(Z)-3-(5-((3-(2-(2-(4-(1-(4-hydroxyphenyl)-2-phenylbut-1-en-1-yl)phenoxy)ethoxy)ethoxy)propyl)amino)-1-oxoisoindolin-2-yl)piperidine-2,6-dione OC1=CC=C(C=C1)/C(=C(\CC)/C1=CC=CC=C1)/C1=CC=C(OCCOCCOCCCNC=2C=C3CN(C(C3=CC2)=O)C2C(NC(CC2)=O)=O)C=C1